O1CCNC=C1 (S)-3,4-dihydro-1H-[1,4]oxazin